C(C)C(OCCOC)(C(=O)[O-])CC diethyl-2,5-dioxahexanecarboxylate